ClC1=CC2=C(N(C(N=C2N2C3CN(CC2CC3)C(C=C)=O)=O)C=3C(=NC=CC3C)C(C)C)N=C1C1=C(C=CC=C1)F (M)-6-chloro-7-(2-fluorophenyl)-1-(4-methyl-2-(2-propanyl)-3-pyridinyl)-4-(3-(2-propenoyl)-3,8-diazabicyclo[3.2.1]octan-8-yl)pyrido[2,3-d]pyrimidin-2(1H)-one